N-methyl-8-(1-((6-(pyrazolo[1,5-a]pyrimidin-6-yl)pyrimidin-4-yl)amino)propan-2-yl)quinoline-4-carboxamide CNC(=O)C1=CC=NC2=C(C=CC=C12)C(CNC1=NC=NC(=C1)C=1C=NC=2N(C1)N=CC2)C